2-(3-((2R,6S)-2,6-Dimethylmorpholin-4-carbonyl)-5,6-dihydrocyclopenta[c]pyrazol-1(4H)-yl)-1-(4-(2,3-dimethylphenyl)-4,7-diazaspiro[2.5]octan-7-yl)ethanon C[C@@H]1CN(C[C@@H](O1)C)C(=O)C=1C2=C(N(N1)CC(=O)N1CCN(C3(CC3)C1)C1=C(C(=CC=C1)C)C)CCC2